4-[[5-(3-chloro-2-fluoro-phenoxy)-3-pyridyl]methyl]-3-fluoro-pyridin-2-amine ClC=1C(=C(OC=2C=C(C=NC2)CC2=C(C(=NC=C2)N)F)C=CC1)F